ClC1=CC=C(C=C1)OC=C 1-chloro-4-(vinyloxy)benzene